N-(2,2-dimethylpropyl)-6-[(5-fluoro-3-pyridyl)amino]-[1,3]dioxolo[4,5-c]pyridine-4-carboxamide CC(CNC(=O)C1=NC(=CC2=C1OCO2)NC=2C=NC=C(C2)F)(C)C